6-fluoro-N,4-dimethyl-1H-indole-2-carboxamide FC1=CC(=C2C=C(NC2=C1)C(=O)NC)C